C1(=CC=CS1)CN(C(=O)OCCOC1=CC=CC=N1)CC1=CC=CS1 6-[bis(thenyl)aminocarbonyloxyethoxy]pyridine